(3aR,5r,6aS)-5-{5-[(1S,2S)-2-fluorocyclopropyl]-1,2,4-oxadiazol-3-yl}-5-methyloctahydrocyclopenta[c]Pyrrole F[C@@H]1[C@@H](C1)C1=NC(=NO1)C1(C[C@@H]2[C@@H](CNC2)C1)C